8-{[1-(L-α-glutaminyl)azetidin-3-yl]oxy}-4,4-dihydroxy-5-oxa-4-boranuidabicyclo[4.4.0]deca-1(6),7,9-triene-7-carboxylic acid N[C@@H](CCC(=O)N1CC(C1)OC1=C(C=2O[B-](CCC2C=C1)(O)O)C(=O)O)C(N)=O